(2S,4R)-4-cyclohexyl-1-((4-phenoxybutyryl)glycyl)pyrrolidine-2-carboxylic acid methyl ester COC(=O)[C@H]1N(C[C@H](C1)C1CCCCC1)C(CNC(CCCOC1=CC=CC=C1)=O)=O